2'-(2-((5-(6-Ethyl-2,6-diazaspiro[3.3]heptan-2-yl)pyridin-2-yl)amino)-5-fluoropyrimidin-4-yl)-3',5'-dimethylspiro[cyclopropane-1,6'-thieno[2,3-c]pyrrol]-4'(5'H)-one C(C)N1CC2(CN(C2)C=2C=CC(=NC2)NC2=NC=C(C(=N2)C2=C(C3=C(C4(N(C3=O)C)CC4)S2)C)F)C1